1-(2-Hydroxyphenyl)-3-[4-[[4-(5,15,20-triphenyl-21H,23H-porphyrin-10-yl)phenyl]amino]phenyl]-2-propene-1-one OC1=C(C=CC=C1)C(C=CC1=CC=C(C=C1)NC1=CC=C(C=C1)C=1C=2C=CC(=C(C3=CC=C(N3)C(=C3C=CC(C(=C4C=CC1N4)C4=CC=CC=C4)=N3)C3=CC=CC=C3)C3=CC=CC=C3)N2)=O